NC1=NC2=CC(=C(C=C2CN1)Cl)[C@@H]1[C@H](CN(CC1)C(=O)OC(C)(C)C)O |r| (3R,4R) and (3S,4S)-tert-butyl 4-(2-amino-6-chloro-3,4-dihydroquinazolin-7-yl)-3-hydroxypiperidine-1-carboxylate